Octatrienoic acid C(C=CC=CC=CC)(=O)O